ClC=1C=CC(=C(C1)C=1C=C(C=2OCCNC2N1)NC1=CC(=NC=C1)NC(CCN1CCOCC1)=O)F N-(4-{[6-(5-chloro-2-fluoro-phenyl)-2H,3H,4H-pyrido[3,2-b][1,4]oxazin-8-yl]amino}-pyridin-2-yl)-3-(morpholin-4-yl)propanamide